ClC=1C=C(OCCCO)C=CC1C=1N(C2=NC=NC(=C2N1)OC1(CC1)C)CC1=NC=CC(=C1)C 3-(3-chloro-4-(6-(1-methylcyclopropoxy)-9-((4-methylpyridin-2-yl)methyl)-9H-purin-8-yl)phenoxy)propan-1-ol